C(C)N1N(C2=CC(=CC=C2C1=O)NC1=NC=C(C(=C1)N[C@H](CO)C1=CC=CC=C1)C1=NC(=NO1)C1=CC=NC=C1)C(C)C (S)-2-ethyl-6-((4-((2-hydroxy-1-phenylethyl)amino)-5-(3-(pyridin-4-yl)-1,2,4-oxadiazol-5-yl)pyridin-2-yl)amino)-1-isopropyl-1,2-dihydro-3H-indazol-3-one